OCC1CC2(CN(C2)C(=O)OC(C)(C)C)C1 tert-butyl 6-(hydroxymethyl)-2-azaspiro[3.3]-heptane-2-carboxylate